NC=1C2=C(N=CN1)N(C=C2Br)C2C(C(C(C2)CN2CC(C2)CNCCC2=CC=CC=C2)O)O 3-{4-amino-5-bromopyrrolo[2,3-d]pyrimidin-7-yl}-5-[(3-{[(2-phenylethyl)amino]methyl}azetidin-1-yl)methyl]cyclopentane-1,2-diol